C(C)(C)(C)OC(=O)N1[C@H](CC(CC1)O)C.C(C1=CC=CC=C1)[C@](C(=O)NC=1C=NC2=C(C=CC=C2C1)F)(CC1(CC1)C)C (2R)-2-benzyl-N-(8-fluoro-3-quinolyl)-2-methyl-3-(1-methylcyclopropyl)propanamide tert-butyl-(2S)-4-hydroxy-2-methyl-piperidine-1-carboxylate